COC([C@H](C[C@H]1C(NCC1)=O)NC([C@H](CC(C)(C)F)NC(=O)OC(C)(C)C)=O)=O (S)-methyl-2-((S)-2-((tert-butoxycarbonyl)amino)-4-fluoro-4-methylpentanamido)-3-((S)-2-oxopyrrolidin-3-yl)propanoate